[Br-].FC(C=1C=C(C[P+](C2=CC=CC=C2)(C2=CC=CC=C2)C2=CC=CC=C2)C=CC1)F (3-(difluoromethyl)benzyl)triphenylphosphonium bromide